2-(((5S,7R,8R,9S,10R)-8-hydroxy-7-(hydroxymethyl)-9-(4-(3,4,5-trifluorophenyl)-1H-1,2,3-triazol-1-yl)-1,6-dioxaspiro[4.5]dec-10-yl)oxy)-1-(3-hydroxyazetidin-1-yl)ethanone O[C@H]1[C@H](O[C@@]2(CCCO2)[C@@H]([C@H]1N1N=NC(=C1)C1=CC(=C(C(=C1)F)F)F)OCC(=O)N1CC(C1)O)CO